C(CCCCCCCCC)OCCC\C=C/CC[Mg]I (3Z)-6-(decoxymethyl)-3-hexenyl-magnesium iodide